ClC=1C=C2C(=NN=C(C2=CC1)C1=C(C=C(C=C1)C)O)NC1CNCCC1 2-(6-chloro-4-((piperidin-3-yl)amino)phthalazin-1-yl)-5-methylphenol